FC1(CC(C1)(CC1=NN=CN1C)C=1C=C(C=CC1)N1C(C2=CC(=CC(=C2C1)C(F)(F)F)CNC1(COC1)C)=O)F 2-(3-(3,3-difluoro-1-((4-methyl-4H-1,2,4-triazol-3-yl)methyl)cyclobutyl)phenyl)-6-(((3-methyloxetan-3-yl)amino)methyl)-4-(trifluoromethyl)isoindolin-1-one